4-Fluorobut-2-enoic acid (E)-ethyl ester C(C)OC(\C=C\CF)=O